2-((2-(6-(tert-butyl)pyrazin-2-yl)-1H-indol-5-yl)sulfonyl)acetic acid C(C)(C)(C)C1=CN=CC(=N1)C=1NC2=CC=C(C=C2C1)S(=O)(=O)CC(=O)O